ClC=1C=C(C=CC1C#C[Si](C)(C)C)CO (3-chloro-4-((trimethylsilyl)ethynyl)phenyl)methanol